COCCN1CCC(CC1)C1=CN=CS1 5-(1-(2-methoxyethyl)piperidin-4-yl)thiazole